[Si].[B].[O] oxygen boron silicon